NC1=NC2=NC=C(N=C2C(=N1)O)CN(C(C(F)(F)F)=O)C1=CC=C(C(=O)N[C@@H](CCC(NCCOCCOCCOCCN(CC#C)CCO)=O)C(=O)OC(C)(C)C)C=C1 tert-butyl (S)-20-(4-(N-((2-amino-4-hydroxypteridin-6-yl)methyl)-2,2,2-trifluoroacetamido)benzamido)-4-(2-hydroxyethyl)-17-oxo-7,10,13-trioxa-4,16-diazahenicos-1-yn-21-oate